4-[[2-(5-Chloro-2-hydroxy-phenyl)acetyl]amino]-N-(1,1-dimethylbut-2-ynyl)pyridine-2-carboxamide ClC=1C=CC(=C(C1)CC(=O)NC1=CC(=NC=C1)C(=O)NC(C#CC)(C)C)O